7-amino-8-(3-methoxy-2,6-dimethylphenyl)-8H-pyrrolo[3,2-e][1,2,4]triazolo[1,5-a]pyridine-6-carbonitrile NC1=C(C=2C=CC=3N(C2N1C1=C(C(=CC=C1C)OC)C)N=CN3)C#N